C(C)(C)(C)OC(=O)N1CCN(CC1)C=1C2=CN(N=C2C(=CC1)C(=O)O)C(C)C 4-[4-(tert-butoxycarbonyl)piperazin-1-yl]-2-isopropylindazole-7-carboxylic acid